CC1=C(C2=C(OC=CO2)C(=C1)O)O 6-methylbenzo[b][1,4]dioxin-5,8-diol